3-(5-(difluoromethyl)-1,3,4-thiadiazol-2-yl)-8-(4-(3-methoxyazetidine-3-carbonyl)piperazin-1-yl)-N-(1-methylcyclopropyl)imidazo[1,5-a]pyridine-6-sulfonamide FC(C1=NN=C(S1)C1=NC=C2N1C=C(C=C2N2CCN(CC2)C(=O)C2(CNC2)OC)S(=O)(=O)NC2(CC2)C)F